FC(OC1=CC=C(C=C1)C(C)NC1CC1)(F)F N-(1-(4-(trifluoromethoxy)phenyl)ethyl)cyclopropanamine